ethoxybis(3-methylphenyl)phosphine C(C)OP(C1=CC(=CC=C1)C)C1=CC(=CC=C1)C